3-methyl-4-(2,2,6-trimethylcyclohexyl)butan-2-ol CC(C(C)O)CC1C(CCCC1C)(C)C